COC1=C2C=C(NC2=CC=C1)C(=O)N1[C@@H]([C@@H]2[C@H](C1)CCC2)C(=O)O (1S,3aR,6aS)-2-(4-(methoxy)-1H-indole-2-carbonyl)octahydrocyclopenta[c]pyrrole-1-carboxylic acid